C(C)N([C@@H](C(=O)O)C)CC#C ethyl-D-alpha-methyl-propargylglycine